(2S,4R)-1-((S)-2-(1-fluorocyclopropanecarboxamido)-3-methylbutanoyl)-4-hydroxy-N-(2-hydroxy-4-(4-methylthiazol-5-yl)benzyl)pyrrolidine-2-carboxamide FC1(CC1)C(=O)N[C@H](C(=O)N1[C@@H](C[C@H](C1)O)C(=O)NCC1=C(C=C(C=C1)C1=C(N=CS1)C)O)C(C)C